1-(2,4-dichlorophenyl)-(S,S)-1,2-propanediol ClC1=C(C=CC(=C1)Cl)[C@@H]([C@H](C)O)O